[(1S,2R)-2-(5-Difluoromethyl-8-iodo-pyrido[4,3-d]pyrimidin-2-ylamino)-cyclohexyl]-carbamic acid tert-butyl ester C(C)(C)(C)OC(N[C@@H]1[C@@H](CCCC1)NC=1N=CC2=C(N1)C(=CN=C2C(F)F)I)=O